ClC1=C(C=C(C=C1)C(CO)(C)NC1=NC2=C(N1)C=CC=C2CN2C(OC=C2)=N)F 2-(4-chloro-3-fluorophenyl)-2-({4-[(2-imino-2,3-dihydro-1,3-oxazol-3-yl)methyl]-1H-1,3-benzodiazol-2-yl}amino)propan-1-ol